C(C)C(CC=1C2=CC=CC=C2C(=C2C=CC=CC12)CC(CCCC)CC)CCCC 9,10-di(2-ethylhexyl)anthracene